1-(2-chloropyrimidin-4-yl)-3-p-tolyl-1H-pyrazole-4-carbaldehyde ClC1=NC=CC(=N1)N1N=C(C(=C1)C=O)C1=CC=C(C=C1)C